N[C@@H](CCC(=O)O)CC(=O)O E-β-Homoglutamic acid